CC[C@]12C[C@@]([C@H]3[C@@]4([C@H]1N(CC4)CC=C2)C5=CC=CC=C5N3)(C(=O)OC)O The molecule is a monoterpenoid indole alkaloid obtained by formal hydration across the 2,3-double bond of tabersonine. It has a role as a plant metabolite. It is a methyl ester, an organic heteropentacyclic compound, a tertiary alcohol, a monoterpenoid indole alkaloid, a tertiary amino compound and an alkaloid ester. It derives from a tabersonine. It is a conjugate base of a (3R)-3-hydroxy-2,3-dihydrotabersoninium.